diethyl-6-methylpyrimidin-2-amine C(C)C=1C(=NC(=NC1C)N)CC